C(CCCCCCCCC)(=O)OCC(OC(CCCCCCCCC)=O)COC(CCCCCCCCC)=O glycerol tricaprinate